phthalimidomethyl diethyl phosphate P(=O)(OCN1C(C=2C(C1=O)=CC=CC2)=O)(OCC)OCC